COC1(CCCCC1)OC dimethoxycyclohexane